FC(C1=C(C=CC(=C1)C(F)(F)F)OB(O)O)(F)F 2,4-bistrifluoromethylphenyl-boric acid